methyl 3-(2-fluoro-5-(2-morpholinoethoxy)phenyl)isonicotinate FC1=C(C=C(C=C1)OCCN1CCOCC1)C1=C(C(=O)OC)C=CN=C1